FC(C(C(C(=O)OCC)(C)C)O)(F)F ethyl 4,4,4-trifluoro-3-hydroxy-2,2-dimethylbutanoate